2-methoxybenzylidenesuccinic acid dimethyl ester COC(C(CC(=O)OC)=CC1=C(C=CC=C1)OC)=O